[Si](C)(C)(C(C)(C)C)OCC1=CC=C(C=C1)C1CCN(CC1)C=1C=CC(=NC1)[N+](=O)[O-] 5-(4-(4-(((tert-butyldimethylsilyl)oxy)methyl)phenyl)piperidin-1-yl)-2-nitropyridine